FC(C=1C=C(C=C(C1)S(F)(F)(F)(F)F)C1=NN(C=N1)\C=C/C(=O)NNC1=NC=CN=C1)F (Z)-3-(3-(3-(difluoromethyl)-5-(pentafluorosulfanyl)phenyl)-1H-1,2,4-triazol-1-yl)-N'-(pyrazin-2-yl)propenohydrazide